FC1(CC2(CC(C2)NC(OC2=CC=C(C=C2)[N+](=O)[O-])=O)C1)F 4-nitrophenyl (6,6-difluorospiro[3.3]heptan-2-yl)carbamate